trans-2-{[4-{6-[(4-Chloro-2-fluorobenzyl)oxy]pyridin-2-yl}-2-methylpiperidin-1-yl]methyl}-1-(2-methoxyethyl)-1H-benzimidazole-6-carboxylic Acid ClC1=CC(=C(COC2=CC=CC(=N2)[C@H]2C[C@@H](N(CC2)CC2=NC3=C(N2CCOC)C=C(C=C3)C(=O)O)C)C=C1)F